1-(4-(hydroxymethyl)phenyl)-1H-benzo[d]imidazol-2(3H)-one OCC1=CC=C(C=C1)N1C(NC2=C1C=CC=C2)=O